5-bromo-6-cyclobutoxy-2H-pyrazolo[3,4-b]Pyridine BrC1=CC=2C(N=C1OC1CCC1)=NNC2